6-(1-isoquinolylamino)-3,4-dihydro-1H-quinolin-2-one C1(=NC=CC2=CC=CC=C12)NC=1C=C2CCC(NC2=CC1)=O